ClCCCCCCOCCOCCNC(=O)C1=CC=C2C(C(C3(C4=CC=C(C=C4OC=4C=C(C=CC34)N3C4CN(CC3C4)C)N4C3CN(CC4C3)C)C2=C1)=[N+]=[N-])=O N-(2-(2-((6-chlorohexyl)oxy)ethoxy)ethyl)-2-diazo-3',6'-bis(3-methyl-3,6-diazabicyclo[3.1.1]heptan-6-yl)-3-oxo-2,3-dihydrospiro[indene-1,9'-xanthene]-6-carboxamide